2-(N-(1-(1-(4-methoxynaphthalen-1-yl)ethyl)piperidin-4-yl)methylsulfonamido)-N-(2-oxo-2-(prop-2-yn-1-ylamino)ethyl)acetamide COC1=CC=C(C2=CC=CC=C12)C(C)N1CCC(CC1)N(S(=O)(=O)C)CC(=O)NCC(NCC#C)=O